C([2H])([2H])([2H])N1N=C(C=C1N)C(C)(C)N1N=CC=N1 (2H3)Methyl-3-[2-(2H-1,2,3-triazol-2-yl)propan-2-yl]-1H-pyrazol-5-amine